2,5-dithio-acetoxy-1,3,4-thiadiazole C(C)(=S)OC=1SC(=NN1)OC(C)=S